N-Cyclopropyl-2-(4-cyclopropyl-2-fluoroanilino)-3,4-difluoro-5-[[3-fluoro-2-[(1-methylcyclobutyl)sulfamoylamino]pyridin-4-yl]methyl]benzamide C1(CC1)NC(C1=C(C(=C(C(=C1)CC1=C(C(=NC=C1)NS(NC1(CCC1)C)(=O)=O)F)F)F)NC1=C(C=C(C=C1)C1CC1)F)=O